1H-1,2,3-triazole-1-ethanol N1(N=NC=C1)CCO